C[C@@H]1OC2=C(C(NC1)=O)C=CC(=C2)C2=NNC1=NC=C(C=C12)C=1C=CC2=C(CCC(CC2)N2[C@@H](CCC2)C)C1 (2S)-2-Methyl-8-(5-{7-[(2R)-2-methylpyrrolidin-1-yl]-6,7,8,9-tetrahydro-5H-benzo[7]annulen-2-yl}-1H-pyrazolo[3,4-b]pyridin-3-yl)-2,3,4,5-tetrahydro-1,4-benzoxazepin-5-one